ClC=1C(=C(C=CC1Cl)NC1=NC=NC2=CC=C(C(=C12)OCCOC)NC(\C=C\[C@@H]1N(CCC1)C)=O)F (R,E)-N-(4-((3,4-dichloro-2-fluorophenyl)amino)-5-(2-methoxyethoxy)quinazoline-6-yl)-3-(1-methylpyrrolidin-2-yl)acrylamide